4-(methylthio)phenyl-2-morpholinopropan-1-one CSC1=CC=C(C=C1)C(C(C)N1CCOCC1)=O